4-(2-hydroxyphenylethynyl)phthalic anhydride OC1=C(C=CC=C1)C#CC=1C=C2C(C(=O)OC2=O)=CC1